C1(C=CC=C1)[Zr](C)(C)C1(C(=C(C(=C1C)C)C)C)C (cyclopentadienyl)(pentamethylcyclopentadienyl)dimethylzirconium